FC=1C(=C(C(=CC1)F)C=1C(=CNC1C(C1=CC=C(C=C1)CCCOCCO)=O)C(=O)OC)C methyl 4-(3,6-difluoro-2-methylphenyl)-5-{4-[3-(2-hydroxyethoxy)propyl]benzoyl}-1H-pyrrole-3-carboxylate